NC(CN1C2=NC(=NC=C2N=C1NC1=CC(=CC(=C1)C(F)(F)F)Cl)NC(C)(C)C)(C)C 9-(2-Amino-2-methylpropyl)-N2-(tert-butyl)-N8-(3-chloro-5-(trifluoromethyl)phenyl)-9H-purine-2,8-diamine